(S)-(6-((2-amino-2,4-dimethylpentyl)oxy)-5-cyano-[3,4'-bipyridinyl]-2'-yl)carbamic acid methyl ester COC(NC1=NC=CC(=C1)C=1C=NC(=C(C1)C#N)OC[C@@](CC(C)C)(C)N)=O